C1(CC1)CN1N=C(C(=C1)C(=O)OCC)SC ethyl 1-(cyclopropylmethyl)-3-(methylthio)-1H-pyrazole-4-carboxylate